OCC1=CC(=NO1)C1CCC2C3CCC4CC(CCC4(C3CCC12C)C)(O)C 17-(5-(hydroxymethyl)isoxazol-3-yl)-3,10,13-trimethylhexadecahydro-1H-cyclopenta[a]phenanthren-3-ol